N-((1R,3s,5S)-8-(thiophen-2-ylmethyl)-8-azabicyclo[3.2.1]oct-3-yl)-1H-indole-6-carboxamide S1C(=CC=C1)CN1[C@H]2CC(C[C@@H]1CC2)NC(=O)C2=CC=C1C=CNC1=C2